CC1=C[N+](=CN1)[O-] 5-methyl-1H-imidazole 3-oxide